FC1=CC=C(CNC(C2=CC(=C(C=C2)N2CCC(CC2)CC2=CC=CC=C2)NS(=O)(=O)C2=CC=C(C=C2)C)=O)C=C1 N-(4-fluorobenzyl)-3-((4-methylphenyl)sulphonamido)-4-(4-benzylpiperidin-1-yl)-benzamide